CC1=NC(=NC(=C1)C)N1C[C@@H]2[C@H](C1)CN(C2)C=O ((3aR,6aS)-5-(4,6-dimethylpyrimidin-2-yl)hexahydropyrrolo[3,4-c]pyrrol-2(1H)-yl)methanone